1,4-dihydropyrazolo[3',4':4,5]pyrrolo[3,2-b]pyridine N1N=CC2=C1C1=NC=CC=C1N2